(2,5-dioxopyrrolidin-1-yl) 2-chloro-4-[[3-(2,3-difluoro-4-methoxy-phenyl)imidazo[1,2-a]pyrazin-8-yl]amino]benzoate ClC1=C(C(=O)ON2C(CCC2=O)=O)C=CC(=C1)NC=1C=2N(C=CN1)C(=CN2)C2=C(C(=C(C=C2)OC)F)F